rac-(3ar,7as)-5-(2,2-difluoroethyl)-3-(7,8-dihydrofuro[3,2-e][1,3]benzothiazol-2-yl)octahydro-2H-imidazo[4,5-c]pyridin-2-one FC(CN1C[C@@H]2[C@H](CC1)NC(N2C=2SC1=C(N2)C2=C(C=C1)OCC2)=O)F |r|